2-[[1-[(2-Chlorophenyl)methyl]-5-phenyl-pyrazol-3-yl]methoxy]-2-methyl-propanoic acid ClC1=C(C=CC=C1)CN1N=C(C=C1C1=CC=CC=C1)COC(C(=O)O)(C)C